1-{2-[4-(benzyloxy)butoxy]-4-(5-bromo-1-{[2-(trimethylsilyl)ethoxy]methyl}-1H-pyrazolo[3,4-c]pyridin-3-yl)phenyl}-4-methylpiperazine C(C1=CC=CC=C1)OCCCCOC1=C(C=CC(=C1)C1=NN(C2=CN=C(C=C21)Br)COCC[Si](C)(C)C)N2CCN(CC2)C